1-methyl-2-thioxodihydropyrimidine-4,6(1H,5H)-dione CN1C(NC(CC1=O)=O)=S